Cl.COC(C1=C(C=C(C(=C1)NN)F)Cl)=O 2-chloro-4-fluoro-5-hydrazinobenzoic acid methyl ester hydrochloride